methyl 1-[(4S)-2-[[2-chloro-3-[2-chloro-3-[(2-isopropylpyrido[3,2-d]pyrimidin-4-yl)amino]phenyl]phenyl]carbamoyl]-4,5,6,7-tetrahydropyrazolo[1,5-a]pyridin-4-yl]azetidine-3-carboxylate ClC1=C(C=CC=C1C1=C(C(=CC=C1)NC=1C2=C(N=C(N1)C(C)C)C=CC=N2)Cl)NC(=O)C2=NN1C([C@H](CCC1)N1CC(C1)C(=O)OC)=C2